C(C)(C)(C)OC(=O)N1CCC2(CC1)COCCNC2 tert-butyl-8-oxa-3,11-diazaspiro[5.6]dodecane-3-carboxylate